CC(C(=O)OC(C)C1=C(C(=NC=C1Cl)Cl)Cl)(CC1=CC(=CC=C1)[C@](C(=O)NNC)(CCCC(CS(=O)(=O)CCO)(C)C)C)C (Trichloro-4-pyridinyl)ethanol methyl-(R)-3-(3-(7-((2-hydroxyethyl)sulfonyl)-2,6,6-trimethyl-1-(2-methylhydrazineyl)-1-oxoheptan-2-yl)phenyl)-2-methylpropanoate